BrC=1C=2N(C=C(C1)C1CC1)C=C(N2)CO (8-bromo-6-cyclopropyl-imidazo[1,2-a]pyridin-2-yl)methanol